4-(2-methylphenyl)-7-(4-methyl-1,3-thiazol-5-yl)-2-(2-(2-propenoyl)-2,6-diazaspiro[3.4]octan-6-yl)-5,6,7,8-tetrahydro-3-quinolinecarbonitrile CC1=C(C=CC=C1)C1=C(C(=NC=2CC(CCC12)C1=C(N=CS1)C)N1CC2(CN(C2)C(C=C)=O)CC1)C#N